3-amino-1,3-dimethylcyclobutan-1-ol NC1(CC(C1)(O)C)C